C(CCCCCC)[N+]1(CC=C(C=C1)C1=CC=[NH+]C=C1)CCCCCCC 1,1-diheptyl-4,4-bipyridinium